lithium bis(dimethylmalonate) borate B([O-])(O)O.CC(C(=O)O)(C(=O)O)C.CC(C(=O)O)(C(=O)O)C.[Li+]